CSC(NC#N)=N.O=C1CCNCC1 4-oxopiperidine methyl-N-cyano-thioimidocarbamate